[4-(1-methyl-1H-pyrazol-4-yl)-benzyl]-(6-{7-[2-(6-oxa-3-aza-bicyclo[3.1.1]hept-3-yl)-ethoxy]-imidazo[1,2-a]pyridin-3-yl}-pyrimidin-4-yl)-amine CN1N=CC(=C1)C1=CC=C(CNC2=NC=NC(=C2)C2=CN=C3N2C=CC(=C3)OCCN3CC2OC(C3)C2)C=C1